CC1(COC1)CN (3-methyloxetan-3-yl)methanamine